3-bromo-5-(1-cyanocyclopentyl)-2-methoxybenzoic acid BrC=1C(=C(C(=O)O)C=C(C1)C1(CCCC1)C#N)OC